COC1=C(C=C(C(=C1)C1=CN(C(C2=CN=CC=C12)=O)C)OC)/C=C/C(=O)O (E)-3-(2,5-dimethoxy-4-(2-methyl-1-oxo-1,2-dihydro-2,7-naphthyridin-4-yl)phenyl)acrylic acid